C(C1=CC=CC=C1)OC=1C=2C3=C(N(C2C=C(C1)F)C1=CC(=C(C=C1)F)F)C(COC31CC(N(CC1)CC(=O)OC)=O)(C)C methyl 2-[9-benzyloxy-5-(3,4-difluorophenyl)-7'-fluoro-4,4-dimethyl-2'-oxo-spiro[3H-pyrano[4,3-b]indole-1,4'-piperidine]-1'-yl]acetate